C(C)(C)NC=1C(C2=CC=CC=C2C(C1)=O)=O 2-isopropylamino-1,4-naphthoquinone